calcium oxide [O-2].[Ca+2]